N-((tert-butoxycarbonyl)-L-leucyl)-S-(2-phenylpyridin-4-yl)-L-cysteine methyl ester COC([C@@H](NC([C@@H](NC(=O)OC(C)(C)C)CC(C)C)=O)CSC1=CC(=NC=C1)C1=CC=CC=C1)=O